4-m-toluylamino-N-[(4-m-toluylamino-pyridin-3-yl)sulfonyl]pyridine-3-sulfonamide C1(=CC(=CC=C1)NC1=C(C=NC=C1)S(=O)(=O)NS(=O)(=O)C=1C=NC=CC1NC=1C=C(C=CC1)C)C